chloro-7-fluoro-1-methyl-3-(1H-pyrazol-4-yl)-2-(5-(trifluoromethyl)-4H-1,2,4-triazol-3-yl)-1H-indole-5-carbonitrile ClC1=C2C(=C(N(C2=C(C=C1C#N)F)C)C1=NN=C(N1)C(F)(F)F)C=1C=NNC1